ICC(=O)NC1=C(C=C(C=C1)C(F)(F)F)C 2-Iodo-N-(2-methyl-4-(trifluoromethyl)phenyl)acetamide